methyl (E)-3-(5-chloro-3-hydroxy-2-pyridyl)prop-2-enoate ClC=1C=C(C(=NC1)/C=C/C(=O)OC)O